calcium lanthanum oxide [O-2].[La+3].[Ca+2]